NC1=NC(=CC(=C1O)C1=CC=NC=C1)C1=C(C=CC(=C1)Cl)F 2-amino-6-(5-chloro-2-fluorophenyl)-[4,4'-bipyridin]-3-ol